C1=CC=CC=2C3=CC=CC=C3C3(C12)CCCC3 spiro[cyclopentane-1,9'-[9H]fluorene]